rhodium tin [Sn].[Rh]